N-(2,6-dichlorobenzoyl)-N'-(3,4-difluorophenyl)urea ClC1=C(C(=O)NC(=O)NC2=CC(=C(C=C2)F)F)C(=CC=C1)Cl